O(S(=O)(=O)C(F)(F)F)CC(CC)(F)F 2,2-difluorobutyl triflate